[Br].[Cl-].FC(CCC)([N+](CCCC)(CCCC)CS(=O)(=O)O)F difluorosulfomethyl-tri-n-butyl-ammonium chloride bromine